acryloxypropyltri(trimethylsiloxy)silane C(C=C)(=O)OCCC[Si](O[Si](C)(C)C)(O[Si](C)(C)C)O[Si](C)(C)C